N1CC=CC1 1,5-dihydro-2H-pyrrole